FC(C=1C=CC(=NC1)O[C@@H]1CN(CC1)C1=CC=C(C=C1)C=1SC=C(N1)C(=O)O)(F)F (S)-2-(4-(3-(5-(trifluoromethyl)pyridin-2-yloxy)pyrrolidin-1-yl)phenyl)thiazole-4-carboxylic acid